methyl 2-(4-(hydroxymethyl)phenoxy)-2-methylpropanoate OCC1=CC=C(OC(C(=O)OC)(C)C)C=C1